O1C(OCC1)C=1C=CC(=NC1)N1N=C(C(=C1)F)I 5-(1,3-Dioxolan-2-yl)-2-(4-fluoro-3-iodo-1H-pyrazol-1-yl)pyridine